6-chloro-4-[[4-[1-cyclopropyl-4-(trifluoromethyl)imidazol-2-yl]phenyl]methoxy]-2-methyl-pyrazolo[3,4-d]pyrimidine ClC=1N=C(C=2C(N1)=NN(C2)C)OCC2=CC=C(C=C2)C=2N(C=C(N2)C(F)(F)F)C2CC2